ethyl 1-(3-cyano-5-methylthiophen-2-yl)-2,5-dimethyl-1H-pyrrole-3-carboxylate C(#N)C1=C(SC(=C1)C)N1C(=C(C=C1C)C(=O)OCC)C